3-[(3-acrylamidopropyl)methylammonio]propane-1-sulfonic acid C(C=C)(=O)NCCC[NH+](CCCS(=O)(=O)O)C